ClC=1C=C(CC2=C3C(=NC(=NC3=CC(=C2)C=2C(=NOC2C)C)N2CCN(CC2)CCN(C)C)N)C=CC1 (3-chlorobenzyl)-2-(4-(2-(dimethylamino)ethyl)piperazin-1-yl)-7-(3,5-dimethylIsoxazol-4-yl)quinazolin-4-amine